aluminium N-oxido-N-phenylnitrous amide [O-]N(N=O)C1=CC=CC=C1.[Al+3].[O-]N(N=O)C1=CC=CC=C1.[O-]N(N=O)C1=CC=CC=C1